[I+].C[Pt+](C)C trimethylplatinum(IV) iodine